CC(C(=O)[O-])C(=O)C.[Ag+] silver α-methylacetoacetate